dipropylethyl 3,3,3-trifluoropropyl phosphate P(=O)(OC(C)(CCC)CCC)(OCCC(F)(F)F)[O-]